5,5'-dibromo-6,6'-dihydroxy-3,3'-spirobi[benzofuran]-2,2'-dione Diethyl-ketomalonate C(C)OC(C(C(=O)OCC)=O)=O.BrC=1C(=CC2=C(C3(C(O2)=O)C(OC2=C3C=C(C(=C2)O)Br)=O)C1)O